(E)-3-(6-aminopyridin-3-yl)-N-((5-(5-(4,4-difluoropiperidine-1-carbonyl)pyridin-2-yl)-7-(trifluoromethyl)benzofuran-2-yl)methyl)acrylamide NC1=CC=C(C=N1)/C=C/C(=O)NCC=1OC2=C(C1)C=C(C=C2C(F)(F)F)C2=NC=C(C=C2)C(=O)N2CCC(CC2)(F)F